N[C@H](C(=O)O)CC=1C=C2C=CNC2=CC1 (S)-2-amino-3-(1H-indol-5-yl)propionic acid